N1(CCCC1)OS(=O)(=O)C1=C(C=CC=C1)C1(NC(=NC=C1)N)N 4-(2-(pyrrolidin-1-ylsulfo)phenyl)pyrimidine-2,4-diamine